O=C1N([C@@H]2CC[C@H](N1C2)C(=O)NOCCN2C(CCC2)=O)OS(=O)(=O)O.[NH+]2=CC=CC=C2 pyridinium (2S,5R)-7-oxo-N-[2-(2-oxopyrrolidin-1-yl)ethoxy]-6-(sulfooxy)-1,6-diazabicyclo[3.2.1]octane-2-carboxamide